FC(C1=CC=C(C=C1)N1CCN(CC1)C(=O)OCC)(F)F 4-[4-(trifluoromethyl)phenyl]-1-piperazinecarboxylic acid, ethyl ester